Ethyl 3-amino-4-bromo-1,5-naphthyridine-2-carboxylate NC=1C(=NC2=CC=CN=C2C1Br)C(=O)OCC